NC=1C=NC=2C[C@H](N(CC2C1)C(=O)OC(C)(C)C)C tert-butyl (R)-3-amino-7-methyl-7,8-dihydro-1,6-naphthyridine-6(5H)-carboxylate